6-fluoro-7-(1-methylpyrazol-5-yl)spiro[chromane-2,1'-cyclopropane]-8-carbonitrile FC=1C=C2CCC3(CC3)OC2=C(C1C1=CC=NN1C)C#N